(2S,3S)-2-amino-3-(benzyloxy)butan-1-ol tert-Butyl-((2S,3S)-3-(benzyloxy)-1-hydroxybutan-2-yl)carbamate C(C)(C)(C)N(C(=O)OC[C@@H]([C@H](C)OCC1=CC=CC=C1)N)[C@@H](CO)[C@H](C)OCC1=CC=CC=C1